F[C@@H]1C[C@H](CN[C@H]1C)NC(OC(C)(C)C)=O |r| tert-butyl rac-((3R,5R,6S)-5-fluoro-6-methylpiperidin-3-yl)carbamate